7-bromo-3-(2,2,2-trifluoro-1-hydroxyethyl)benzo[b]thiophene-2-carbonitrile BrC1=CC=CC2=C1SC(=C2C(C(F)(F)F)O)C#N